FC=1C(=NC=C(C1)NC(CN1N=C(C=C1C)C(F)(F)F)=O)N1C=NC(=C1)C1CN(CCS1(=O)=O)C(=O)OC(C)(C)C tert-butyl 2-(1-(3-fluoro-5-(2-(5-methyl-3-(trifluoromethyl)-1H-pyrazol-1-yl)acetamido)pyridin-2-yl)-1H-imidazol-4-yl)thiomorpholine-4-carboxylate 1,1-dioxide